CC1=C(C=C(C=C1)NC(C1=CC(=CC=C1)C(F)(F)F)=O)C1=CC2=C(N=C(N=C2)SC)C(N1C)=O N-(4-methyl-3-(7-methyl-2-(methylsulfanyl)-8-oxo-7,8-dihydropyrido[3,4-d]pyrimidin-6-yl)phenyl)-3-(trifluoromethyl)benzamide